NC=1SC(=C(N1)C1=CC(=C(C=C1)NC(=O)C1CC1)F)C N-[4-(2-amino-5-methyl-1,3-thiazol-4-yl)-2-fluorophenyl]cyclopropanecarboxamide